NC1=C(C2=C(C=3N(C(=C2)C)N=CN3)N1C1=C3C=NN(C3=CC=C1C)C1OCCCC1)C(=O)N 8-amino-5-methyl-9-(5-methyl-1-(tetrahydro-2H-pyran-2-yl)-1H-indazol-4-yl)-9H-pyrrolo[2,3-c][1,2,4]triazolo[1,5-a]pyridine-7-carboxamide